2-(4-cyclopropyl-6-methoxy-pyrimidin-5-yl)-4-[[3-fluoro-4-[1-methyl-4-(trifluoromethyl)imidazol-2-yl]phenyl]methoxy]-7-methyl-5H-pyrrolo[3,2-d]pyrimidine C1(CC1)C1=NC=NC(=C1C=1N=C(C2=C(N1)C(=CN2)C)OCC2=CC(=C(C=C2)C=2N(C=C(N2)C(F)(F)F)C)F)OC